[Zn].ON1C(C=CC=C1)=S 1-hydroxypyridine-2-thione zinc salt